(S)-2-((((9H-fluoren-9-yl)methoxy)carbonyl)(ethyl)amino)-3-phenylpropanoic acid C1=CC=CC=2C3=CC=CC=C3C(C12)COC(=O)N([C@H](C(=O)O)CC1=CC=CC=C1)CC